2-(((3-((4-methoxyphenoxy)carbonyl)phenyl)sulfonyl)carbamoyl)isonicotinic acid COC1=CC=C(OC(=O)C=2C=C(C=CC2)S(=O)(=O)NC(=O)C=2C=C(C(=O)O)C=CN2)C=C1